N-(5-(6-(4-(tert-butyl)-2-((2S,6S)-2,6-dimethylmorpholino)phenyl)-1-oxo-3,4-dihydroisoquinolin-2(1H)-yl)-2-hydroxyphenyl)methanesulfonamide C(C)(C)(C)C1=CC(=C(C=C1)C=1C=C2CCN(C(C2=CC1)=O)C=1C=CC(=C(C1)NS(=O)(=O)C)O)N1C[C@@H](O[C@H](C1)C)C